C1N(CC2=CC=CC=C12)C(CN(C)CC=1NC(C2=C(N1)N(N=C2)C)=O)=O 6-(((2-(isoindolin-2-yl)-2-oxoethyl)(methyl)amino)methyl)-1-methyl-1,5-dihydro-4H-pyrazolo[3,4-d]pyrimidin-4-one